1-nitro-4-(methylhydrotelluro-methyl)benzene [N+](=O)([O-])C1=CC=C(C=C1)C([TeH])C